C(C)(C)(C)OC(=O)N(C1CCN(CC1)C1=CC=C(C=2C1=NN(N2)C)C(=O)O)CC 7-(4-[(tert-butoxycarbonyl)(ethyl)amino]piperidin-1-yl)-2-methyl-1,2,3-benzotriazole-4-carboxylic acid